N(=[N+]=[N-])CCC(C(=O)N1C(OCC1CC1=CC=CC=C1)=O)C (4-azido-2-methylbutyryl)-4-benzyloxazolidin-2-one